di-tert-butyl 1-(5-(methoxycarbonyl)-4-methylthiophen-2-yl)hydrazine-1,2-dicarboxylate COC(=O)C1=C(C=C(S1)N(NC(=O)OC(C)(C)C)C(=O)OC(C)(C)C)C